20-hydroxy-2,5,8,11,14,17-hexamethyl-3,6,9,12,15,18-hexaoxaheneicosan-1-ylprop-2-enoate OC(COC(COC(COC(COC(COC(COC(COC(C=C)=O)C)C)C)C)C)C)C